C(C)NC(O[C@H]1[C@H](O[C@@H]([C@@H]([C@@H]1N1N=NC(=C1)C1=C(C(=C(C=C1)C)F)F)O)CO)CC1=CC(=NO1)C(C)(C)C)=O (2R,3R,4S,5R,6R)-2-((3-(tert-butyl)isoxazol-5-yl)methyl)-4-(4-(2,3-difluoro-4-methylphenyl)-1H-1,2,3-triazol-1-yl)-5-hydroxy-6-(hydroxymethyl)tetrahydro-2H-pyran-3-yl ethylcarbamate